(1s,4s)-4-(8-(3-chloro-2-fluorophenylamino)-2-(4-hydroxytetrahydrofuran-3-ylamino)-9H-purin-9-yl)cyclohexanecarboxamide ClC=1C(=C(C=CC1)NC=1N(C2=NC(=NC=C2N1)NC1COC[C@H]1O)C1CCC(CC1)C(=O)N)F